2-(methacryloxymethyl)oxetane C(C(=C)C)(=O)OCC1OCC1